[4-[4-[6-chloro-4-(trifluoromethyl)-2-pyridyl]-3-methyl-piperazin-1-yl]sulfonylphenyl]benzamide ClC1=CC(=CC(=N1)N1C(CN(CC1)S(=O)(=O)C1=CC=C(C=C1)C1=C(C(=O)N)C=CC=C1)C)C(F)(F)F